CC(C)(C)[S@@](=O)NC1C2(CC3=CC=CC=C13)CCC(CC2)C2=NC=C(N=C2)SCC2CC2 (R)-2-Methyl-N-[(1s,4s)-4-{5-[(cyclopropylmethyl)sulfanyl]pyrazin-2-yl}-1',3'-dihydrospiro[cyclohexane-1,2'-inden]-3'-yl]propane-2-sulfinamide